N1(CCC1)CC(C(=O)NC(C)(C)C1=C(C(=CC=C1)F)OC)C 3-(azetidin-1-yl)-N-(2-(3-fluoro-2-methoxyphenyl)propan-2-yl)-2-methylpropanamide